N1[C@@H](COCC1)CC(=O)O (R)-MORPHOLIN-3-YL-ACETIC ACID